4-amino-7-chloro-1-phenyl-5-(1H-pyrazol-1-yl)quinazolin-2(1H)-one NC1=NC(N(C2=CC(=CC(=C12)N1N=CC=C1)Cl)C1=CC=CC=C1)=O